3-methyl-N-(2-pyrimidinyl)indole CC1=CN(C2=CC=CC=C12)C1=NC=CC=N1